methyl 5-[4-benzyloxy-6-fluoro-1-(4-fluoro-3-methyl-phenyl)-2-(1-hydroxyl-methyl-ethyl)indol-3-yl]pyridine-3-carboxylate C(C1=CC=CC=C1)OC1=C2C(=C(N(C2=CC(=C1)F)C1=CC(=C(C=C1)F)C)C(C)(O)C)C=1C=C(C=NC1)C(=O)OC